Racemic-17-amino-6,15-bis(trifluoromethyl)-19-oxa-3,4,13,18-tetrazatricyclo[12.3.1.12,5]nonadeca-1(18),2,4,14,16-pentaen-6-ol NC1=CC(=C2NCCCCCC[C@](C3=NN=C(C1=N2)O3)(O)C(F)(F)F)C(F)(F)F |r|